2-(4-fluorophenyl)-1H-benzimidazol-4-ol FC1=CC=C(C=C1)C1=NC2=C(N1)C=CC=C2O